C[C@@H](C1=NC=NC=C1F)[C@](CN2C=NC=N2)(C3=C(C=C(C=C3)F)F)O The molecule is a triazole-based antifungal agent used for the treatment of esophageal candidiasis, invasive pulmonary aspergillosis, and serious fungal infections caused by Scedosporium apiospermum and Fusarium spp. It is an inhibitor of cytochrome P450 2C9 (CYP2C9) and CYP3A4. It has a role as a P450 inhibitor. It is a member of pyrimidines, a difluorobenzene, a tertiary alcohol, a triazole antifungal drug and a conazole antifungal drug.